4-cyano-N-[2-cyano-5-[[2,6-dichloro-4-[1,2,2,2-tetrafluoro-1-(trifluoromethyl)ethyl]phenyl]carbamoyl]phenyl]-2-methylbenzamide C(#N)C1=CC(=C(C(=O)NC2=C(C=CC(=C2)C(NC2=C(C=C(C=C2Cl)C(C(F)(F)F)(C(F)(F)F)F)Cl)=O)C#N)C=C1)C